O=C1C=CC(=CN1)C=O 6-keto-1H-pyridine-3-carbaldehyde